Dimethyltetradecyl-Ammonium Chloride [Cl-].C[NH+](CCCCCCCCCCCCCC)C